FC(OC1=C(C=CC=C1)CC(=O)NC1=CC(=NC=C1)NC(C)=O)(F)F N-(4-{2-[2-(trifluoromethoxy)phenyl]acetamido}pyridin-2-yl)acetamide